sulfo(2-methylpropyl)acrylamide S(=O)(=O)(O)C=C(C(=O)N)CC(C)C